[Li].C[Si](N1C=NC=C1)(C(C)C)C 1-(dimethylisopropylsilyl)imidazole lithium